CC1(CCCCC1)C(=O)OCC([C@H](C[C@H]1C(NCC1)=O)NC([C@@H](NC(=O)C=1NC2=CC=CC(=C2C1)OC)CC(C)C)=O)=O (3S)-3-({N-[(4-methoxy-1H-indol-2-yl) carbonyl]-L-leucyl}amino)-2-oxo-4-[(3S)-2-oxopyrrolidin-3-yl]butyl 1-methylcyclohexanecarboxylate